CC(C(=O)OC[C@H]1OC([C@@H]([C@@H]1OC(C(C)C)=O)OC(C(C)C)=O)N1C(N=C(C=C1)N1N=CN=C1)=O)C [(2R,3R,4R)-3,4-bis(2-methylpropanoyloxy)-5-[2-oxo-4-(1,2,4-triazol-1-yl)pyrimidin-1-yl]tetrahydrofuran-2-yl]methyl 2-methylpropanoate